(4-bromophenyl)-2-((4-chlorophenethyl)amino)-2-phenylacetamide BrC1=CC=C(C=C1)C(C(=O)N)(C1=CC=CC=C1)NCCC1=CC=C(C=C1)Cl